4-(3-(9-(4-(tert-butyl)phenyl)-1,3-dioxo-1H-xantheno[2,1,9-def]isoquinolin-2(3H)-yl)propoxy)-2,6-dimethylbenzaldehyde C(C)(C)(C)C1=CC=C(C=C1)C1=CC=C2OC=3C=CC=4C(N(C(C5=CC=C(C3C45)C2=C1)=O)CCCOC1=CC(=C(C=O)C(=C1)C)C)=O